[3-[2-[bis(prop-2-enyl) amino] ethyl]-1H-indol-4-yl] acetate C(C)(=O)OC1=C2C(=CNC2=CC=C1)CCN(CC=C)CC=C